CC1=NC=CC=C1OC1=CC=C(C=C1)C1CN(C1)C(=O)OC(C)(C)C tert-butyl 3-[4-[(2-methyl-3-pyridyl)oxy]phenyl]azetidine-1-carboxylate